COC=1C=C2C(=NC=NC2=CC1OC)NC1=CC=C(C=C1)NC(=O)NC1=CC=C(C=C1)I 1-(4-((6,7-dimethoxyquinazolin-4-yl)amino)phenyl)-3-(4-iodophenyl)urea